ClC=1C=CC(=C(C(=O)NCCCCCCCC(=O)[O-])C1)O.OCC[N+](C)(C)C 2-hydroxy-N,N,N-trimethyl-ethylammonium 8-(5-chloro-2-hydroxybenzoylamino)octanoate